C(CC(=O)C)(=O)N(C(CC(=O)C)=O)C1CCCC1 N,N-bis(acetoacetyl)cyclopentylamine